2-(N-(3-chloro-2-fluoro-4-methoxyphenyl)-3-(triisopropylsilyl)propiolamido)-2-methyl-propanoic acid ClC=1C(=C(C=CC1OC)N(C(C#C[Si](C(C)C)(C(C)C)C(C)C)=O)C(C(=O)O)(C)C)F